FC(C=1C(=C(C=CC1)[C@@H](C)NC=1C=2C(N=C(N1)C)=C(C(N(C2)C2(CC2)CF)=O)C#N)F)F (R)-4-((1-(3-(difluoromethyl)-2-fluorophenyl)ethyl)amino)-6-(1-(fluoromethyl)cyclopropyl)-2-methyl-7-oxo-6,7-dihydropyrido[4,3-d]pyrimidine-8-carbonitrile